7-(3',4',5',6'-tetraphenyl-[1,1':2',1''-terphenyl]-4-yl)dibenzo[c,h]acridine C1(=CC=CC=C1)C1=C(C(=C(C(=C1C1=CC=CC=C1)C1=CC=CC=C1)C1=CC=CC=C1)C1=CC=C(C=C1)C1=C2C=CC3=C(C2=NC=2C4=C(C=CC12)C=CC=C4)C=CC=C3)C3=CC=CC=C3